6-bromo-1-(2,2,2-trifluoroethyl)-1,7-naphthyridin-2-one BrC=1C=C2C=CC(N(C2=CN1)CC(F)(F)F)=O